[N+](=O)([O-])C1=CC=C(C=C1)C1=NSC(=C1N)C(F)(F)F 3-(4-nitrophenyl)-5-(trifluoromethyl)isothiazol-4-amine